C(C)(=O)C1=CC(=C(COC2=CC=CC(=N2)C2CCN(CC2)CC2=NC3=C(N2C[C@H]2OCC2)C=C(C=C3)C(=O)O)C=C1)C (S)-2-((4-(6-((4-acetyl-2-methylbenzyl)oxy)pyridine-2-yl)piperidin-1-yl)methyl)-1-(oxetan-2-ylmethyl)-1H-benzo[d]imidazole-6-carboxylic acid